4-(6-((6-aminopyrimidin-4-yl)amino)-1H-pyrazolo[4,3-c]pyridin-1-yl)-3,5-dichlorobenzonitrile NC1=CC(=NC=N1)NC1=CC2=C(C=N1)C=NN2C2=C(C=C(C#N)C=C2Cl)Cl